(S)-1-bromo-26,27-dimethyl-2,18,25-trioxo-6,9,12,15-tetraoxa-3,19,26-triazaoctacosan-28-oate BrCC(NCCOCCOCCOCCOCCC(NCCCCCC(N([C@H](C(=O)[O-])C)C)=O)=O)=O